C(CCCCCCC)NC(O)=S.C(CCCCCCC)NC(O)=S.CC1=CC=CC=C1 toluene-bis(octyl thiocarbamate)